tert-butyl 4-(2-bromoethyl)-2,2-dimethylpiperazine-1-carboxylate BrCCN1CC(N(CC1)C(=O)OC(C)(C)C)(C)C